tert-butyl N-[2-({[3-iodo-1-(oxacyclohex-2-yl)-1H-pyrazol-4-yl]Methyl} (methyl) amino) ethyl]-N-methylcarbamate IC1=NN(C=C1CN(CCN(C(OC(C)(C)C)=O)C)C)C1OCCCC1